2-({2-chloro-5H,6H,7H-cyclopenta[d]pyrimidin-4-yl}(methyl)amino)-N-(3-methyloxolan-3-yl)acetamide ClC=1N=C(C2=C(N1)CCC2)N(CC(=O)NC2(COCC2)C)C